FC=1C(=C(C=CC1)NC(=S)C1=CCCN(C1=O)C(=O)[O-])OC 5-{[(3-fluoro-2-methoxyphenyl)amino] carbonothioyl}-6-oxo-3,6-dihydropyridine-1(2H)-carboxylate